CC1=CC=CC(=N1)C1=C(C=NN1C1OCCCC1)C=1C=CC=2N(C1)N=C(N2)N 6-(5-(6-methylpyridin-2-yl)-1-(tetrahydro-2H-pyran-2-yl)-1H-pyrazol-4-yl)-[1,2,4]triazolo[1,5-a]pyridin-2-amine